(S)-1-(2-((tert-Butoxycarbonyl)amino)propyl)-5-chloro-6-oxo-1,6-dihydropyridine-3-carboxylic acid C(C)(C)(C)OC(=O)N[C@H](CN1C=C(C=C(C1=O)Cl)C(=O)O)C